ClC=1C=C(C=2N(N1)C=CN2)N2CC1(CC1)C(C2)C(F)F 6-chloro-8-[7-(difluoromethyl)-5-azaspiro[2.4]heptan-5-yl]imidazo[1,2-b]pyridazine